(1R,2R)-2-aminocyclopentane-1-carboxylic acid 3,5-dinitrobenzyl ester [N+](=O)([O-])C=1C=C(COC(=O)[C@H]2[C@@H](CCC2)N)C=C(C1)[N+](=O)[O-]